ClC1=CC(=C(C=C1)C1N(C(C12CCCC2)=O)CC2CCNCC2)C 3-(4-chloro-2-methylphenyl)-2-(piperidin-4-ylmethyl)-2-azaspiro[3.4]octan-1-one